CC1=C(C=C(C=C1)[N+](=O)[O-])N1C(C=CC2=CN=C3C(=C12)C=C(C=C3)C3=CC=C(C=C3)NS(=O)(=O)C)=O N-(4-(1-(2-Methyl-5-nitrophenyl)-2-oxo-1,2-dihydrobenzo[h][1,6]naphthyridin-9-yl)phenyl)methanesulfonamide